F[C@@H]1C[C@@](N(C1)C1=CC=NC=C1)(C)COC=1N=CC2=C(CNCO2)N1 6-(((2S,4R)-4-fluoro-2-methyl-1-(pyridin-4-yl)pyrrolidin-2-yl)methoxy)-3,4-dihydro-2H-pyrimido[4,5-e][1,3]oxazin